5-(2-(Dimethylamino)ethoxy)-2-methoxy-N-(1-(naphthalen-1-yl)cyclopropyl)benzamide CN(CCOC=1C=CC(=C(C(=O)NC2(CC2)C2=CC=CC3=CC=CC=C23)C1)OC)C